t-hexyltris(dimethylamino)tin C(C)(C)(CCC)[Sn](N(C)C)(N(C)C)N(C)C